C(C=CC1=CC=CC=C1)(=O)N[C@H](C(=O)N[C@@H](C[C@H]1C(NCC1)=O)C(COC1=C(C(=CC(=C1F)F)F)F)=O)CC(C)C (S)-2-cinnamamido-4-methyl-N-((S)-3-oxo-1-((S)-2-oxopyrrolidin-3-yl)-4-(2,3,5,6-tetrafluorophenoxy)butan-2-yl)pentanamide